(±)-rel-(3S,4S)-4-(4-((5-(methoxy-d3)-7-methyl-1H-indol-4-yl)oxy)-1-(3,3,3-trifluoropropyl)piperidin-3-yl)benzoic acid C(OC=1C(=C2C=CNC2=C(C1)C)O[C@@H]1[C@H](CN(CC1)CCC(F)(F)F)C1=CC=C(C(=O)O)C=C1)([2H])([2H])[2H] |r|